B([O-])([O-])[O-].[K+].C(C(=O)O)(=O)O.[K+].[K+] oxalic acid potassium borate salt